1-[2-cyano-4-(trifluoromethyl)phenyl]-4-{6-[2-(difluoromethoxy)phenyl]pyridin-3-yl}-N-[(3R)-1-methylpyrrolidin-3-yl]piperidine-4-carboxamide C(#N)C1=C(C=CC(=C1)C(F)(F)F)N1CCC(CC1)(C(=O)N[C@H]1CN(CC1)C)C=1C=NC(=CC1)C1=C(C=CC=C1)OC(F)F